tert-butyl (1-(6-(((S)-2,2-dimethylchroman-4-yl)carbamoyl)chroman-4-yl)-4,4-diethyl-6-oxotetrahydropyrimidin-2(1H)-ylidene)carbamate CC1(OC2=CC=CC=C2[C@H](C1)NC(=O)C=1C=C2C(CCOC2=CC1)N1C(NC(CC1=O)(CC)CC)=NC(OC(C)(C)C)=O)C